4-amino-3-chloro-6-(2-fluoro-4-(trimethylsilyl)phenyl)-pyridine-2-carboxylic acid methyl ester COC(=O)C1=NC(=CC(=C1Cl)N)C1=C(C=C(C=C1)[Si](C)(C)C)F